C(C=C)(=O)N1CC2(C1)CCN(CC2)C2=NC(=NC(=C2C#N)C2=C1C=NNC1=CC=C2C)N2CCOCC2 4-(2-acryloyl-2,7-diazaspiro[3.5]nonan-7-yl)-6-(5-methyl-1H-indazol-4-yl)-2-morpholinopyrimidine-5-carbonitrile